6-[5-(2-aminoethyl)-2-oxo-1,3,4-oxadiazol-3-yl]-4H-1,4-benzoxazin-3-one NCCC1=NN(C(O1)=O)C=1C=CC2=C(NC(CO2)=O)C1